C1(=CC=CC=C1)C=1C(=C(C(=C(Br)C2=CC=CC=C2)C2=CC=CC=C2)C=CC1)C1=CC=CC=C1 tetraphenyl-bromostyrene